C1(CC1)CNCC1=NC=C(C=C1)C(F)(F)F 1-cyclopropyl-N-((5-(trifluoro-methyl)pyridin-2-yl)methyl)-methanamine